5-Fluoro-4-iodo-6-(2-methoxyethoxy)nicotinonitrile FC=1C(=NC=C(C#N)C1I)OCCOC